B([O-])([O-])[O-].[IH2+].[IH2+].[IH2+].[IH2+].[IH2+] penta-iodonium borate